2-((1H-pyrazol-3-yl)methyl)-6-((6-chloro-5-methylpyridin-2-yl)methyl)-4-methyl-4H-thiazolo[5',4':4,5]pyrrolo[2,3-d]pyridazin-5(6H)-one N1N=C(C=C1)CC=1SC2=C(N(C=3C(N(N=CC32)CC3=NC(=C(C=C3)C)Cl)=O)C)N1